[Ca].[Sb].[Pb] lead-antimony-calcium